NCC1=NNC(C2=CC=C(C=C12)C=1C=NN(C1C1=C(C#N)C(=CC=C1)OC1CC1)C)=O 2-(4-(4-(aminomethyl)-1-oxo-1,2-dihydrophthalazin-6-yl)-1-methyl-1H-pyrazol-5-yl)-6-cyclopropoxybenzonitrile